9-(4-((1-(3-fluoropropyl)azetidin-3-yl)methyl)phenyl)-8-(cis-3-methylcyclohexyl)-6,7-dihydro-5H-benzo[7]annulene-3-carboxylic acid hydrochloride Cl.FCCCN1CC(C1)CC1=CC=C(C=C1)C1=C(CCCC2=C1C=CC(=C2)C(=O)O)[C@@H]2C[C@@H](CCC2)C